CC1=C(OC2=C(C=C(C=C2C1=O)C)C(C)NC1=C(C=CC=C1)S(=O)(=O)CC(=O)N)C1=CC2=CN(N=C2C=C1)C [2-[1-[3,6-dimethyl-2-(2-methylindazol-5-yl)-4-oxo-chromen-8-yl]ethylamino]phenyl]sulfonylacetamide